C(C)(C)(C)C=1C=C(C=C(C1OC)C(C)(C)C)S(=O)(=O)O 3,5-di-tert-butyl-4-methoxybenzenesulfonic acid